N-tert-butylglycinate C(C)(C)(C)NCC(=O)[O-]